cetyl eicosanate C(CCCCCCCCCCCCCCCCCCC)(=O)OCCCCCCCCCCCCCCCC